8-(6-((2-(4-fluoropiperidin-1-yl)ethoxy)methyl)pyridin-3-yl)-1-(cis-3-methoxycyclobutyl)-3-methyl-1H-imidazo[4,5-c]cinnolin-2(3H)-one FC1CCN(CC1)CCOCC1=CC=C(C=N1)C1=CC=2C3=C(N=NC2C=C1)N(C(N3[C@@H]3C[C@@H](C3)OC)=O)C